2-methyl-4-(o-tolyl)-1H-indene CC=1CC2=CC=CC(=C2C1)C1=C(C=CC=C1)C